6-(N-(2-Morpholinopyridin-3-yl)aminosulfonyl)benzofuran-2-carboxylic acid ethyl ester C(C)OC(=O)C=1OC2=C(C1)C=CC(=C2)S(=O)(=O)NC=2C(=NC=CC2)N2CCOCC2